C(C1=CC=CC=C1)OC1C(OC(C1OCC1=CC=CC=C1)COCC1=CC=CC=C1)C#N 3,4-bis(benzyloxy)-5-[(benzyloxy)methyl]Tetrahydrofuran-2-carbonitrile